N-(5-Chloro-1H-pyrrolo[3,2-b]pyridin-3-yl)-5-cyclopropyl-1H-benzo[d]imidazol-2-amine ClC1=CC=C2C(=N1)C(=CN2)NC2=NC1=C(N2)C=CC(=C1)C1CC1